7-chloro-6-(2-fluorobenzyl)-3-(tetrahydro-2H-pyran-4-yl)-3,6-dihydro-4H-pyrazolo[4,3-d][1,2,3]triazin-4-one ClC=1N(N=C2C1N=NN(C2=O)C2CCOCC2)CC2=C(C=CC=C2)F